dihydroxyethyl-glyceric acid OC(CC(C(=O)O)(O)CO)O